FC(C(=O)O)(F)F.N1CCC(CC1)CNC(=O)C1CC1 N-(Piperidin-4-ylmethyl)cyclopropanecarboxamide, trifluoroacetic acid salt